2-(1-methyl-1H-pyrazol-4-yl)-N-(2-methyl-5-(2-(methyl(tetrahydro-2H-pyran-4-yl)amino)acetamido)pyridin-3-yl)pyrazolo[5,1-b]thiazole-7-carboxamide CN1N=CC(=C1)C1=CN2C(S1)=C(C=N2)C(=O)NC=2C(=NC=C(C2)NC(CN(C2CCOCC2)C)=O)C